C(C)(C)(C)OC(=O)C1=NC(=CC=C1C1=C(C(=CC=C1)OCC1CCCCC1)C)N1CC2=C(C=CC=C2CC1)C(NC=1SC2=C(N1)C=CC=C2)=O 6-[8-(1,3-benzothiazol-2-ylcarbamoyl)-3,4-dihydroisoquinolin-2(1H)-yl]-3-[3-(cyclohexylmethoxy)-2-methylphenyl]pyridine-2-carboxylic acid tert-butyl ester